C(C)OC(C1=C(C=CC=C1)C1N=CC=NC1)=O Pyrazin-2(3H)-ylBenzoic acid ethyl ester